7-(7-fluoro-3-hydroxy-8-methylnaphthalen-1-yl)-2-(((2R,7aS)-2-fluorohexahydro-1H-pyrrolizin-7a-yl)methoxy)-5,6,7,8-tetrahydropyrido[3,4-d]pyrimidin-4-ol FC1=CC=C2C=C(C=C(C2=C1C)N1CC=2N=C(N=C(C2CC1)O)OC[C@]12CCCN2C[C@@H](C1)F)O